N1C(=CC2=CC=CC=C12)C(=O)N1C2CCC1C1=C(NC3=CC=C(C=C13)C)C2 (1H-Indol-2-yl)(2-methyl-5,6,7,8,9,10-hexahydro-7,10-epiminocyclohepta[b]indol-11-yl)methanone